2-(4-methoxybenzyl)-2H-tetrazole-5-carbaldehyde COC1=CC=C(CN2N=C(N=N2)C=O)C=C1